1,1-difluoro-5-((4-phenoxy-benzoyl)glycyl)-5-azaspiro[2.4]Heptane-6-carboxamide FC1(CC12CN(C(C2)C(=O)N)C(CNC(C2=CC=C(C=C2)OC2=CC=CC=C2)=O)=O)F